N1CC(C1)NC(=O)C=1C=2C[C@@H]3[C@H](C2N(N1)C1=C(C=C(C=C1)F)F)C3 (1aR,5aR)-2-(2,4-difluoro-phenyl)-1a,2,5,5a-tetrahydro-1H-2,3-diaza-cyclopropa[a]pentalene-4-carboxylic acid (azetidin-3-yl) amide